1-(9Z,12Z-heptadecadienoyl)-2-(13Z,16Z-docosadienoyl)-glycero-3-phosphoserine CCCCC/C=C\C/C=C\CCCCCCCCCCCC(=O)O[C@H](COC(=O)CCCCCCC/C=C\C/C=C\CCCC)COP(=O)(O)OC[C@@H](C(=O)O)N